N,N'-bis-(3,5-di-tert-butyl-4-hydroxyphenyl-propionyl)-hydrazine C(C)(C)(C)C=1C=C(C=C(C1O)C(C)(C)C)CCC(=O)NNC(CCC1=CC(=C(C(=C1)C(C)(C)C)O)C(C)(C)C)=O